C(C)OC(=O)C=1N(N=C(C1)CC)C1=NC=CC=C1Cl 2-(3-chloro-2-pyridinyl)-5-ethyl-pyrazole-3-carboxylic acid ethyl ester